XYLENE DIISOCYANATE C1=CC=C(C(=C1)CN=C=O)CN=C=O